CC1(OC2=C(CC1)C=CC=C2C(=O)N2C[C@@]1(CC2)C=C(C(C(C1)(C)C)=O)C#N)C (5S)-2-(2,2-dimethyl-3,4-dihydro-2H-1-benzopyran-8-carbonyl)-9,9-dimethyl-8-oxo-2-azaspiro[4.5]dec-6-ene-7-carbonitrile